C(=O)([O-])CCC(=O)N1CC2=CC(=C(C=C2C1)OCCCOC=1C=C2CN(CC2=CC1OC)C(C[C@@H](C(=O)[O-])C)=O)OC (S)-4-(5-(3-((2-(3-carboxylatopropanoyl)-6-methoxyisoindolin-5-yl) oxy) propoxy)-6-methoxyisoindolin-2-yl)-2-methyl-4-oxobutanoate